(5r,7s)-2-amino-1-adamantanol NC1C2(C[C@H]3C[C@H](CC1C3)C2)O